N-(4-((4-(Trifluoromethyl)benzyl)amino)phenyl)heptanamid FC(C1=CC=C(CNC2=CC=C(C=C2)NC(CCCCCC)=O)C=C1)(F)F